CC1=C(C=CC(=C1)N=NC1=CC=CC=C1)O 2-methyl-4-(phenyl-diazenyl)phenol